C(C)OC(=O)[C@@H]1CCN(CC[C@H]1C1=CC=C(C=C1)NC(=O)OCC1=CC=CC=C1)C(=O)OC(C)(C)C (trans)-5-(4-[((benzyloxy)carbonyl)amino]phenyl)azepane-1,4-dicarboxylic acid 1-tert-butyl ester 4-ethyl ester